manganese (III) di-n-butyldithiocarbamate C(CCC)N(C([S-])=S)CCCC.[Mn+3].C(CCC)N(C([S-])=S)CCCC.C(CCC)N(C([S-])=S)CCCC